ClC=1C(=C(C(=O)OC)C(=C(C1)[N+](=O)[O-])O)OC methyl 3-chloro-6-hydroxy-2-methoxy-5-nitrobenzoate